bis(3,3,3-trifluoropropyl)dimethoxysilane FC(CC[Si](OC)(OC)CCC(F)(F)F)(F)F